2-(2,6-difluorophenyl)-5-oxopyrazolidine-3-carboxylic acid ethyl ester C(C)OC(=O)C1N(NC(C1)=O)C1=C(C=CC=C1F)F